CC=1C=C(C=C(C1)C)C1=CC(=CC=C1C1=NC=CC=C1)O 3',5'-dimethyl-6-(pyridin-2-yl)-[1,1'-biphenyl]-3-ol